C(C1=CC=CC=C1)(=O)C1=CC(=C(C=C1)SC1=CC=C(C=C1)[S+](C1=CC=C(C=C1)F)C1=CC=C(C=C1)F)Cl 4-(4-benzoyl-2-chlorophenyl-thio)phenylbis(4-fluorophenyl)sulfonium